1-(2-Chlorophenyl)-7-cyclopropyl-4-(((1-fluorocyclopropyl)methyl)amino)-5-methoxyquinazolin-2(1H)-one ClC1=C(C=CC=C1)N1C(N=C(C2=C(C=C(C=C12)C1CC1)OC)NCC1(CC1)F)=O